O[C@@H](C(=O)[O-])[C@H](C=1C=NC(=CC1)N1CCOCC1)O (2R,3S)-2,3-dihydroxy-3-[6-(morpholin-4-yl) pyridin-3-yl]Propionate